C1=CC=CC=2NC3=CC=C4C(=C3CC12)C=1C=CC=CC1N4 indoloacridan